NC1CC(CC(C1)(C)C)(C)CN 1-Amino-3-aminomethyl-3,5,5-tri-methylcyclohexan